(S)-N-(4-Cyano-7-(4-isopropylphenyl)-2,3-dihydrobenzofuran-5-yl)-2-methyloxirane-2-carboxamide C(#N)C1=C(C=C(C2=C1CCO2)C2=CC=C(C=C2)C(C)C)NC(=O)[C@]2(OC2)C